4-(6-((1R,5S,6s)-6-((5-fluoro-2-hydroxybenzyl)amino)-3-azabicyclo[3.1.0]hexane-3-yl)pyridin-3-yl)-2-(1-methyl-1H-pyrazol-4-yl)-1H-pyrrole FC=1C=CC(=C(CNC2[C@@H]3CN(C[C@H]23)C2=CC=C(C=N2)C=2C=C(NC2)C=2C=NN(C2)C)C1)O